C(C)C(C(C)(C)C1=CC(=CC(=C1)OC)OC)CCCCC 1-(3-ethyl-2-methyloctan-2-yl)-3,5-dimethoxybenzene